CN(C1CCN(CC1)C/C=C/C(=O)OCC)C ethyl (2E)-4-[4-(dimethyl amino)piperidin-1-yl]but-2-enoate